CC1=C(C=CC=C1C)NC(C1=CC=CC=C1)=O N-(2,3-dimethylphenyl)benzamide